2-amino-6-(2-bromoanilino)purine Krypton Xenon [Xe].[Kr].NC1=NC(=C2NC=NC2=N1)NC1=C(C=CC=C1)Br